OC1=C2C(C(=C(OC2=C(C(=C1)OC)OC)C1=CC(=C(C=C1)O)OC)OC)=O 5,4'-dihydroxy-3,7,8,3'-tetramethoxyflavone